trans-2-[[4-[(3S)-3-(3-cyano-5-fluoro-phenyl)isoxazolidine-2-carbonyl]cyclohexyl]methoxy]pyridine-4-carbonitrile C(#N)C=1C=C(C=C(C1)F)[C@H]1N(OCC1)C(=O)[C@@H]1CC[C@H](CC1)COC1=NC=CC(=C1)C#N